C[C@@H]1N(C[C@H](N(C1)CC1=CC=C(C=C1)C(F)(F)F)C)C=1C=2N=CN(C2N2C(N1)=NN=C2)C[C@H]2OCCC2 4-((2S,5R)-2,5-Dimethyl-4-(4-(trifluoromethyl)benzyl)piperazin-1-yl)-1-(((S)-tetrahydrofuran-2-yl)methyl)-1H-[1,2,4]triazolo[3,4-b]purine